C(C)(C)(C)OC(=O)N1[C@@H](CCC1)C=1C=C(C=C2CCN(CC12)C(C(C)(C)O)=O)C=1C=C2C(=NC1)NC=C2C(C)C (S)-2-(2-(2-hydroxy-2-methylpropionyl)-6-(3-isopropyl-1H-pyrrolo[2,3-b]pyridine-5-yl)-1,2,3,4-tetrahydroisoquinolin-8-yl)pyrrolidine-1-carboxylic acid tert-butyl ester